C(CCCCC)OC(C)=O hexylacetat